4-(2-cyclopropylethyl)-N-hydroxybenzamidine C1(CC1)CCC1=CC=C(C(=N)NO)C=C1